(13Z)-docosa-13-en-1-ol C(CCCCCCCCCCC\C=C/CCCCCCCC)O